C(C)(C)(C)OC(NCCCCC(=O)C1=C(C=CC=C1)F)=O tert-butyl(5-(2-fluorophenyl)-5-oxopentyl)carbamate